6-[(3S)-3-{bis[(2S,3R,4R,5R)-2,3,4,5,6-pentahydroxyhexyl]Amino}pyrrolidine-1-carbonyl]-1,3-diethyl-1H-1,3-benzodiazole O[C@@H](CN([C@@H]1CN(CC1)C(=O)C=1C=CC2=C(N(CN2CC)CC)C1)C[C@@H]([C@H]([C@@H]([C@@H](CO)O)O)O)O)[C@H]([C@@H]([C@@H](CO)O)O)O